C(C)(=O)C1=CC=C(C=C1)NC(=O)C=1C=CC(=C(C1)NC(=O)C1=CN=CN1C)C N-{5-[(4-acetylphenyl)carbamoyl]-2-methylphenyl}-1-methyl-1H-imidazole-5-carboxamide